N1(N=CC=C1)CC(=O)O 2-pyrazol-1-ylacetic acid